[(2S)-3-hydroxy-2-[(Z)-octadec-9-enoyl]oxypropyl] (Z)-octadec-9-enoate C(CCCCCCC\C=C/CCCCCCCC)(=O)OC[C@H](CO)OC(CCCCCCC\C=C/CCCCCCCC)=O